FC(C1=CC=C(C=C1)N1C[C@H]2N(C3=CC=CC=C13)CCN(C2)C(C=C)=O)(F)F (R)-1-(6-(4-(trifluoromethyl)phenyl)-1,2,4,4a,5,6-hexahydro-3H-pyrazino[1,2-a]quinoxalin-3-yl)prop-2-en-1-one